FC(C1=CC(=NC=C1)N)(F)F 4-(trifluoromethyl)-2-pyridinamine